(R)-2-allyl-1-(7-ethyl-7-hydroxy-6,7-dihydro-5H-cyclopenta[b]pyridin-2-yl)-6-((4-(4-(hydroxymethyl)piperidin-1-yl)phenyl)amino)-1,2-dihydro-3H-pyrazolo[3,4-d]pyrimidin-3-one C(C=C)N1N(C2=NC(=NC=C2C1=O)NC1=CC=C(C=C1)N1CCC(CC1)CO)C1=CC=C2C(=N1)[C@@](CC2)(O)CC